Cl.CN1CCN(CC1)C(CCCC=1N=C(N(C1)C1=CC=CC=C1)NC(C1=CC=CC=C1)=O)=O N-(4-(4-(4-methylpiperazin-1-yl)-4-oxobutyl)-1-phenyl-1H-imidazol-2-yl)benzamide hydrochloride